(2-benzofurazan-4-ylsulfonyl-2,6-diazaspiro[3.3]heptan-6-yl)-[6-(3-cyclopropyl-1,2,4-triazol-1-yl)-2-azaspiro[3.3]heptan-2-yl]methanone N1=C2C(=NO1)C(=CC=C2)S(=O)(=O)N2CC1(C2)CN(C1)C(=O)N1CC2(C1)CC(C2)N2N=C(N=C2)C2CC2